2,7-bis(carbazole-9-yl)-9,9-spirobifluorene C1=CC=CC=2C3=CC=CC=C3N(C12)C1=CC=2C3(C4=CC(=CC=C4C2C=C1)N1C2=CC=CC=C2C=2C=CC=CC12)C1=CC=CC=C1C=1C=CC=CC13